C(C)C1=C(C=C(C=C1)F)N=C(N)C1=C(C=2N(N=C1)C=C(C2)C2=C(C=CC(=C2)OC)C)N[C@H]2C[C@H](CC2)NC(OC(C)(C)C)=O cis-tert-butyl N-[3-[[3-[N'-(2-ethyl-5-fluoro-phenyl)carbamimidoyl]-6-(5-methoxy-2-methyl-phenyl)pyrrolo[1,2-b]pyridazin-4-yl]amino]cyclopentyl]carbamate